3-Bromobutane BrC(CC)C